(S)-2-(3-((6-(((S)-1-(4-(tert-butyl)phenyl)ethyl)carbamoyl)-1-(cyclobutylmethyl)-2-methyl-1H-indol-3-yl)methyl)-5-chlorophenoxy)propanoic acid C(C)(C)(C)C1=CC=C(C=C1)[C@H](C)NC(=O)C1=CC=C2C(=C(N(C2=C1)CC1CCC1)C)CC=1C=C(O[C@H](C(=O)O)C)C=C(C1)Cl